3a-hydroxy-pregnan O[C@H]1CC2CC[C@H]3[C@@H]4CC[C@H](CC)[C@]4(CC[C@@H]3[C@]2(CC1)C)C